NC(CC[C@@H](COCC#C)NC(OC(C)(C)C)=O)=O tert-butyl (S)-(5-amino-5-oxo-1-(prop-2-yn-1-yloxy)pentan-2-yl)carbamate